Diphenyl-Phosphanyl-Magnesium Chloride C1(=CC=CC=C1)P([Mg]Cl)C1=CC=CC=C1